COC1=CC=C2CC=CC(C2=C1)=O 7-methoxy-1,4-dihydronaphthalenone